tetrahydrophthalic acid mono(2-acryloyloxyethyl) ester C(C=C)(=O)OCCOC(C1C(C(=O)O)CCC=C1)=O